FC1=CC=C(CN(C2CC(NC2)C(=O)O)C)C=C1 4-((4-Fluorobenzyl)(methyl)amino)pyrrolidine-2-carboxylic acid